N1=C(C=C2COCCN21)N2C(C(=CC=C2)NC2=NC=1N(C(=C2)NC)N=CC1C(=O)N[C@H]1[C@@H](CC1)OC)=O 5-((1-(6,7-Dihydro-4H-pyrazolo[5,1-c][1,4]oxazin-2-yl)-2-oxo-1,2-dihydropyridin-3-yl)amino)-N-((1R,2R)-2-methoxycyclobutyl)-7-(methylamino)pyrazolo[1,5-a]pyrimidine-3-carboxamide